CC1=C2C(=NC=3CCNCC13)CN(C2)C=O (9-methyl-1,3,5,6,7,8-hexahydro-2,4,7-triaza-cyclopenta[b]naphthalen-2-yl)-methanone